C(C)(=O)OCCOC ethylene glycol methyl ether acetate